ClC1=C(OC=2C(=C3C4(C(NC3=CC2)=O)CC4)C)C(=CC(=C1)[N+](=O)[O-])Cl 5'-(2,6-dichloro-4-nitrophenoxy)-4'-methylspiro[cyclopropane-1,3'-indolin]-2'-one